ClC1=NC=CN=C1C=1C=NC(=NC1)\C=C\C(F)(F)F 2-chloro-3-[2-[(E)-3,3,3-trifluoroprop-1-enyl]pyrimidin-5-yl]pyrazine